C(C1=CC=CC=C1)SC=1C=CC(=C2C(CCOC12)=O)Cl 8-(benzylthio)-5-chlorochroman-4-one